5-chloro-2-methylbenzenediazonium tetrafluoroborate F[B-](F)(F)F.ClC=1C=CC(=C(C1)[N+]#N)C